9-methyl-2-(piperazin-1-yl)-6-(4-(trifluoromethoxy)phenyl)-9H-purine 2,2,2-trifluoroacetate FC(C(=O)O)(F)F.CN1C2=NC(=NC(=C2N=C1)C1=CC=C(C=C1)OC(F)(F)F)N1CCNCC1